Triethylammonio 4-(2-(10-(benzothiazol-2-yl)-11-oxo-2,3,6,7-tetrahydro-1H,5H,11H-pyrano[2,3-f]pyrido[3,2,1-ij]quinolin-9-yl)-N-(3-sulfonatopropyl)benzamido)butanoate S1C(=NC2=C1C=CC=C2)C2=C(C=1C(=C3CCCN4C3=C(C1)CCC4)OC2=O)C2=C(C(=O)N(CCCS(=O)(=O)[O-])CCCC(=O)O[N+](CC)(CC)CC)C=CC=C2